N-[6-(5-chloro-1,3-benzoxazol-2-yl)spiro[3.3]Heptane-2-yl]-5-methylsulfonyl-furan-2-carboxamide ClC=1C=CC2=C(N=C(O2)C2CC3(CC(C3)NC(=O)C=3OC(=CC3)S(=O)(=O)C)C2)C1